(6R)-6-{[7-(ethylsulfanyl)-2-(4-methoxyphenyl)[1,2,4]triazolo[1,5-c]quinazolin-5-yl]amino}-5-oxo-1,4-diazepan-1-carboxylic acid benzyl ester C(C1=CC=CC=C1)OC(=O)N1CCNC([C@@H](C1)NC1=NC=2C(=CC=CC2C=2N1N=C(N2)C2=CC=C(C=C2)OC)SCC)=O